8-[1-(2,2-difluoroethyl)-3-methyl-1H-pyrazolo[4,3-c]pyridin-6-yl]-2-[2-methyl-6-(trifluoromethyl)pyrimidin-4-yl]-2,8-diazaspiro[4.5]decan-3-one FC(CN1N=C(C=2C=NC(=CC21)N2CCC1(CC(N(C1)C1=NC(=NC(=C1)C(F)(F)F)C)=O)CC2)C)F